COC1=NC2=CC=CC=C2C(=N1)N 2-methoxy-quinazolin-4-amine